2-[3-{6-Methyl-2-[(2S)-2-methyl-azetidin-1-yl]-thieno[3,2-d]pyrimidin-4-yl}-2-Oxo-3-azabicyclo[3.1.0]hexane-6-yl]acetic acid CC1=CC=2N=C(N=C(C2S1)N1C(C2C(C2C1)CC(=O)O)=O)N1[C@H](CC1)C